6-ethynyl-4-(o-(methoxymethyl)phenyl)-2-pyrimidinylamine C(#C)C1=CC(=NC(=N1)N)C1=C(C=CC=C1)COC